diethyl (5'-methyl-4-propyl-1',2',3',4'-tetrahydro-[1,1'-biphenyl]-2,6-diyl) bis(methylphosphonate) CP(OCC)(OC1=C(C(=CC(=C1)CCC)OP(OCC)(=O)C)C1CCCC(=C1)C)=O